NC(C(COC)NC(=O)C1=C(OC2=C1C=C(C=C2)OCC2=C(N=CS2)C)C)=O N-(1-amino-3-methoxy-1-oxopropan-2-yl)-2-methyl-5-((4-methylthiazol-5-yl)methoxy)benzofuran-3-carboxamide